C1(=CC(=CC=C1)N1CCN(CC1)C([C@H](COC)NC(C)=O)=O)C1=CC=CC=C1 (S)-N-(1-(4-([1,1'-biphenyl]-3-yl)piperazin-1-yl)-3-methoxy-1-oxopropan-2-yl)acetamide